6-Isocyanatoisochinolin N(=C=O)C=1C=C2C=CN=CC2=CC1